FC=1C=CC(=NC1)C1=NN2C(CO[C@H]([C@@H]2C)C)=C1 |r| (Racemic)-trans-2-(5-Fluoropyridin-2-yl)-6,7-dimethyl-6,7-dihydro-4H-pyrazolo[5,1-c][1,4]oxazine